C(C)(C)(C)OC(=O)C=1C=NN(C1N)C1=NC(=CC(=N1)C#N)NC1=CC=C(C=C1)Cl tert-butyl-{4-cyano-6-[(4-chlorophenyl) amino] pyrimidin-2-yl}-5-amino-1H-pyrazole-4-carboxylate